C(C=CCCCCCCCCCCCCCCCCCCCCC)(=O)O Tetraeicosaenoic acid